bis(2,4,6-trimethylphenyl)-4,4'-bipyridinium CC1=C(C(=CC(=C1)C)C)[N+]1=CC=C(C=C1)C1=CC=[N+](C=C1)C1=C(C=C(C=C1C)C)C